BrC=1C=C(C(=NC1)N)F 5-bromo-3-fluoro-2-aminopyridine